C(C)(C)(C)OC(N[C@@H]1C[C@@H](CC1)NC(=O)NC1=CC(=NC=C1)Cl)=O {(1S,3R)-3-[3-(2-Chloro-pyridin-4-yl)-ureido]-cyclopentyl}-carbamic acid tert-butyl ester